FC=1C=C2NC(C=3N(C2=C(C1C1=C2C=CN(C2=CC=C1)CCOC)C)C(=NN3)C)(C)C 7-Fluoro-8-[1-(2-methoxy-ethyl)-1H-indol-4-yl]-1,4,4,9-tetramethyl-5H-[1,2,4]triazolo[4,3-a]quinoxaline